C1=CC=C(C(=C1)[N+](=O)[O-])O nitrophenol